N12NCC(CC1)CC2 1,2-diazabicyclo[2.2.2]octane